C1(CCC1)C1=CC(=C(C(=O)OC)C=C1C(SC)=N)C methyl 4-cyclobutyl-5-(imino (methylthio) methyl)-2-methylbenzoate